ortho-tolueneglycidyl ether CC=1C(=CC=CC1)C1C(COCC2C(O2)C=2C(C)=CC=CC2)O1